C1(CC1)COC1=C(CNCC2CCN(CC2)C(=O)OC(C)(C)C)C=C(C(=C1)F)F tert-butyl 4-(((2-(cyclopropylmethoxy)-4,5-difluorobenzyl)amino)methyl)piperidine-1-carboxylate